dimethylsulfoxyethenylplatinum(II) dichloride CC(=C(OS(=O)(=O)O)C)[Pt-](Cl)Cl